FC(C=1C=C(C=C(C1)C(F)(F)F)C(=O)N1CS(C[C@H]1C1=NC=NN1C1=NC=CC=N1)=O)(F)F {3,5-bis(trifluoromethyl)phenyl}[(4R)-1-oxido-4-{1-(pyrimidin-2-yl)-1H-1,2,4-triazol-5-yl}thiazolidin-3-yl]methanone